2,4-dimethyl-imidazole CC=1NC=C(N1)C